methyl 4-(dimethylsulfamoyl)-5-methyl-2-nitro-benzoate CN(S(=O)(=O)C1=CC(=C(C(=O)OC)C=C1C)[N+](=O)[O-])C